1-(4-Chloro-2-fluorobenzyl)-4-methyl-1H-pyrazole-3-carboxylic acid ClC1=CC(=C(CN2N=C(C(=C2)C)C(=O)O)C=C1)F